CC(CNC(=O)C1=CC=C(C=C1)C(=O)NCC(C)C)C N,N'-bis(2-methylpropyl)-1,4-benzenedicarboxamide